O1COC2=C1C=CC(=C2)C2=C(C=C(C=C2)NC(=O)N2CCC(CC2)C(C)(C)C)C=2N=NNN2 N-(4-(benzo[d][1,3]dioxolan-5-yl)-3-(2H-tetrazol-5-yl)phenyl)-4-(tert-butyl)piperidine-1-carboxamide